1-Iodooctane ICCCCCCCC